ClC1=CC=NC2=CC(=CC=C12)OCCN(C(OC(C)(C)C)=O)C tert-butyl N-{2-[(4-chloroquinolin-7-yl)oxy]ethyl}-N-methylcarbamate